C1(=CC=C(C=C1)C1=NN=C(S1)[C@H](C)NC(C1=NC=CC(=C1O)OC)=O)C1=CC=CC=C1 (S)-N-(1-(5-([1,1'-biphenyl]-4-yl)-1,3,4-thiadiazol-2-yl)ethyl)-3-hydroxy-4-methoxypicolinamide